C1(=C2N(C=N1)CCC2)C(C(NC=2SC=CN2)=O)N2CC1=C(C=C(C=C1C2=O)C2=CC=C(C=C2)N2CC1(C2)CCN(CC1)CC(=O)O)F 2-[2-[4-[2-[1-(6,7-dihydro-5H-pyrrolo[1,2-c]imidazol-1-yl)-2-oxo-2-(thiazol-2-ylamino)ethyl]-7-fluoro-3-oxo-isoindol-5-yl]phenyl]-2,7-diazaspiro[3.5]nonan-7-yl]acetic acid